4-allyl-5-phenyl-1,3-dioxolane-2-one C(C=C)C1OC(OC1C1=CC=CC=C1)=O